(S)-1-(3,3-dimethylbutyl)-5-(((3-phenylpyrazolo[1,5-a]pyrimidin-5-yl)amino)methyl)pyrrolidin-2-one CC(CCN1C(CC[C@H]1CNC1=NC=2N(C=C1)N=CC2C2=CC=CC=C2)=O)(C)C